4-amino-N-(2-aminocyclopropyl)-3-methyl-N-((5-(trifluoromethyl)pyridin-2-yl)methyl)-1,3-dihydrofuro[3,4-c]quinoline-8-carboxamide NC1=NC=2C=CC(=CC2C2=C1C(OC2)C)C(=O)N(CC2=NC=C(C=C2)C(F)(F)F)C2C(C2)N